ClC1=C(C(=CC=C1Cl)O)[C@H]1C[C@@H]2N(C(C[C@@H](N(C2)C(CO)=O)C)=O)C1 (3S,8R,9aS)-8-(2,3-dichloro-6-hydroxyphenyl)-2-(2-hydroxyacetyl)-3-methyl-hexahydro-1H-pyrrolo[1,2-a][1,4]diazepin-5-one